NC1=NC=2C=C(C=CC2C2=C1N=C(N2CC(CO)(C)CO)CCCC)CCCN2CCN(CC2)CCCOCCNC(O[C@@H]2CC1=CC[C@H]3[C@@H]4CC[C@H]([C@@H](CCCC(C)C)C)[C@]4(CC[C@@H]3[C@]1(CC2)C)C)=O (3beta,20R)-cholest-5-en-3-yl (2-{3-[4-(3-{4-amino-2-butyl-1-[3-hydroxy-2-(hydroxymethyl)-2-methylpropyl]-1H-imidazo[4,5-c]quinolin-7-yl}propyl)piperazin-1-yl]propoxy}ethyl)carbamate